NCN1C(=O)N(C(=O)N(C1=O)CN)CN 1,3,5-tris(aminomethyl)isocyanuric acid